C[N+]1=CN([C@H]2[C@H](O)[C@H](O)[C@@H](CO)O2)C=2N=C(NC(C12)=O)N N7-methylguanosine